COC(C(C)C1=CC=2N(C3=CC=C(C=C3C2C=C1)C1=CC(=CC=C1)OC)C(=O)OC(C)(C)C)=O tert-Butyl 2-(1-methoxy-1-oxopropan-2-yl)-6-(3-methoxyphenyl)-9H-carbazole-9-carboxylate